[4-(5-aminoisoxazol-3-yl)-1-piperidyl]-[4-chloro-3-(trifluoromethoxy)phenyl]methanone NC1=CC(=NO1)C1CCN(CC1)C(=O)C1=CC(=C(C=C1)Cl)OC(F)(F)F